5-(4-cyano-3-fluorophenyl)-4-(3-hydroxy-4-methoxyphenyl)-1-methyl-1H-pyridine C(#N)C1=C(C=C(C=C1)C=1C(=CCN(C1)C)C1=CC(=C(C=C1)OC)O)F